1-(4-(aminomethyl)phenyl)-N-ethyl-methanamine NCC1=CC=C(C=C1)CNCC